N-(3-amino-4-cyanophenyl)-2-(4,5-dichloro-6-oxopyridazin-1(6H)-yl)acetamide NC=1C=C(C=CC1C#N)NC(CN1N=CC(=C(C1=O)Cl)Cl)=O